NC(C(=O)O)(CCCCB(O)O)CCCCNC(=O)NC1=CC(=CC=C1)OC 2-amino-6-borono-2-(4-(3-(3-methoxyphenyl)ureido)butyl)hexanoic acid